N1=CC=C(C=C1)C=1N=C(C2=C(N1)C=NC=C2)N2CCC1(C[C@@H](NC1)CO)CC2 |r| Racemic-(8-(2-(pyridin-4-yl)pyrido[3,4-d]pyrimidin-4-yl)-2,8-diazaspiro[4.5]decan-3-yl)methanol